FC1=C(CN)C=CC(=C1F)F 2,3,4-Trifluorobenzylamine